2-(4-Benzyloxyphenyl)-2-propanol C(C1=CC=CC=C1)OC1=CC=C(C=C1)C(C)(C)O